2,4-dimethyl-oxazole-5-carboxylic acid CC=1OC(=C(N1)C)C(=O)O